COC(=O)C=1N=C(SC1C(F)(F)F)Cl chloro-5-(trifluoromethyl)thiazole-4-carboxylic acid methyl ester